3-(4,4-difluoroazepan-1-yl)-N-(2-carbonyl-1,2-dihydropyridine-4-yl)quinoxaline-2-carboxamide FC1(CCN(CCC1)C=1C(=NC2=CC=CC=C2N1)C(=O)NC1=CC(NC=C1)=C=O)F